N-(4-{[6-(5-chloro-2-fluorophenyl)-3-methoxypyridazin-4-yl]amino}pyridin-2-yl)-3-(4-methylpiperazin-1-yl)propanamide ClC=1C=CC(=C(C1)C1=CC(=C(N=N1)OC)NC1=CC(=NC=C1)NC(CCN1CCN(CC1)C)=O)F